NC1=C2C(=NC=N1)N(N=C2C2=CC=C(C=C2)OC2=CC=CC=C2)C2CCN(CC2)[C@@H]2CN(CC2)CC2CCN(CC2)C=2C=C1C(N(C(C1=CC2)=O)C2C(NC(CC2)=O)=O)=O 5-(4-(((S)-3-(4-(4-amino-3-(4-phenoxyphenyl)-1H-pyrazolo[3,4-d]pyrimidin-1-yl)piperidin-1-yl)pyrrolidin-1-yl)methyl)piperidin-1-yl)-2-(2,6-dioxopiperidin-3-yl)isoindoline-1,3-dione